4-bromo-5-chloro-3-hydroxy-3-methyl-2-phenyl-2,3-dihydrobenzofuran-2-carbonitrile BrC1=C(C=CC2=C1C(C(O2)(C#N)C2=CC=CC=C2)(C)O)Cl